tert-butyl (3S)-3-[8-[(8-fluoro-2-methyl-imidazo[1,2-a]pyridin-6-yl)carbamoyl]quinoxalin-5-yl]oxypyrrolidine-1-carboxylate FC=1C=2N(C=C(C1)NC(=O)C=1C=CC(=C3N=CC=NC13)O[C@@H]1CN(CC1)C(=O)OC(C)(C)C)C=C(N2)C